C(C)(C)C1=C(NC=2N=C(N=C(C21)N)C2=CC=CC=C2)C isopropyl-6-methyl-2-phenyl-7H-pyrrolo[2,3-d]pyrimidin-4-amine